[1,3]Benzoxazole O1C=NC2=C1C=CC=C2